N1CCC(CC1)OC[C@H]1[C@H]([C@@H]2[C@H](N1C(=O)OC)CCC2)NC(C(F)(F)F)=O Methyl (2R,3S,3aR,6aR)-2-((piperidin-4-yloxy)methyl)-3-(2,2,2-trifluoroacetamido)-hexahydrocyclopenta[b]pyrrole-1(2H)-carboxylate